ClC1=CC(=CC=2NC(=NC21)CCl)F 4-Chloro-2-(chloromethyl)-6-fluoro-1H-benzimidazole